FC(C1=NN=C2N1CCC(C2)C=O)F 3-(difluoromethyl)-5,6,7,8-tetrahydro-[1,2,4]triazolo[4,3-a]pyridine-7-carboxaldehyde